C([C@H]([C@H]([C@@H]([C@@H](C(=O)O)N)O)O)O)O The molecule is a mannonic acid derivative in which the hydroxy group at position 2 has been replaced by an amino group. It derives from a D-mannonic acid.